2-(8-((cis)-4,4-difluoro-3,5-dimethylpiperidin-1-yl)pyrido[2,3-d]pyridazin-5-yl)-5-(trifluoromethyl)phenol FC1([C@@H](CN(C[C@@H]1C)C=1N=NC(=C2C1N=CC=C2)C2=C(C=C(C=C2)C(F)(F)F)O)C)F